N-(2-(6,6-Dimethyl-4,5,6,7-tetrahydro-1H-indazol-3-yl)-3H-imidazo[4,5-b]pyridin-6-yl)-N,3,3-trimethylcyclobutane-1-carboxamide CC1(CCC=2C(=NNC2C1)C1=NC=2C(=NC=C(C2)N(C(=O)C2CC(C2)(C)C)C)N1)C